CC(C/N=C/C1=NC=CC=C1)CC (E)-N-(2-methylbutyl)-1-(2-pyridyl)methanimine